BrC1=CC=C(C=C1)S(=O)(=O)NCC=1C=NC=CC1 4-bromo-N-(pyridin-3-ylmethyl)benzenesulfonamide